7-((1-methylazetidin-3-yl)amino)-3,4-dihydroisoquinolin-1(2H)-one CN1CC(C1)NC1=CC=C2CCNC(C2=C1)=O